C(C)(C)(C)OC(=O)N1CC(C1)C(=O)ON=C(C1(CC1)C(F)(F)F)N azetidine-1,3-dicarboxylic acid O3-[[amino-[1-(trifluoromethyl) cyclopropyl] methylene] amino] O1-tert-butyl ester